CC1=C(C=CC(=C1)[N+](=O)[O-])NC(CN1CC(CC1)NC(OC(C)(C)C)=O)=O tert-butyl (1-(2-((2-methyl-4-nitrophenyl)amino)-2-oxoethyl)pyrrolidin-3-yl)carbamate